CN(C(C)=NC=1C=2N=CN([C@H]3C[C@H](O)[C@@H](CO)O3)C2N=CN1)C N6-[1-(dimethylamino)ethylidene]-deoxyadenosine